C(=O)(O)OC(=O)O.C([C@H](O)[C@H](O)[C@H](O)[C@H](O)CO)O allitol dicarbonate